((1S,2R)-2-((2-(2,6-Dioxopiperidin-3-yl)-1,3-dioxoisoindolin-5-yl)(methyl)amino)cyclohexyl)glycin O=C1NC(CCC1N1C(C2=CC=C(C=C2C1=O)N([C@H]1[C@H](CCCC1)NCC(=O)O)C)=O)=O